zirconium 1,3-diphenyl-1,3-propanedione C1(=CC=CC=C1)C(CC(=O)C1=CC=CC=C1)=O.[Zr]